C(C)N(CCN(CCO)CCC)CC 2-((2-(diethylamino)ethyl)(propyl)amino)-1-ethanol